methylene-bis(o-chloroaniline) C(NC1=C(C=CC=C1)Cl)NC1=C(C=CC=C1)Cl